3-(5-(((1S,2R)-2-(3-(3,4-difluorophenyl)azetidin-1-yl)cyclohexyl)oxy)-1-oxoisoindolin-2-yl)piperidine-2,6-dione FC=1C=C(C=CC1F)C1CN(C1)[C@H]1[C@H](CCCC1)OC=1C=C2CN(C(C2=CC1)=O)C1C(NC(CC1)=O)=O